Methyl 5-cyclopropyl-6-(1-methylbenzimidazol-4-yl)-3-[[3-methyl-1-(1-methyl-4-piperidyl)pyrazol-4-yl]amino]pyrazine-2-carboxylate C1(CC1)C=1N=C(C(=NC1C1=CC=CC=2N(C=NC21)C)C(=O)OC)NC=2C(=NN(C2)C2CCN(CC2)C)C